[2-[[(1S)-1-[4-(4-chloro-2,3,7,10-tetrazatricyclo[7.4.0.02,6]trideca-1(9),3,5,7-tetraen-10-yl)phenyl]-2,2,2-trifluoro-ethyl]-methyl-amino]-1-(1,1-dioxothian-4-yl)-2-oxo-ethyl]acetate ClC1=NN2C=3CCCN(C3C=NC2=C1)C1=CC=C(C=C1)[C@@H](C(F)(F)F)N(C(C(C1CCS(CC1)(=O)=O)OC(C)=O)=O)C